2-bromo-6-(4-((tert-butyldimethylsilyl)oxy)butoxy)pyridine BrC1=NC(=CC=C1)OCCCCO[Si](C)(C)C(C)(C)C